5-(Quinolin-2-yl)-4-(p-tolyl)-2,4-dihydro-3H-1,2,4-triazole-3-thione N1=C(C=CC2=CC=CC=C12)C=1N(C(NN1)=S)C1=CC=C(C=C1)C